iron-potassium-cerium-molybdenum-magnesium-zinc [Zn].[Mg].[Mo].[Ce].[K].[Fe]